ClC=1C(=NC(=NC1)NC=1C=C(C=NC1)N1C(CCC1)=O)N1CC(CCC1)C1CCCC1 1-(5-((5-chloro-4-(3-cyclopentylpiperidin-1-yl)pyrimidin-2-yl)amino)pyridin-3-yl)pyrrolidin-2-one